C(#N)C=1C=CC(=C(C1)NS(=O)(=O)C=1C=C(C(=O)O)C=CC1C1CC1)C=1N=NC=CC1 3-(N-(5-cyano-2-(pyridazin-3-yl)phenyl)sulfamoyl)-4-cyclopropylbenzoic Acid